C1(=CC=CC=C1)C1OCCC(NC1)=O 2-phenyl-1,4-oxazepane-5-one